ClC=1C2=C(N=CN1)N(C(=C2I)C)COCC[Si](C)(C)C 4-chloro-5-iodo-6-methyl-7-((2-(trimethylsilyl)ethoxy)methyl)-7H-pyrrolo[2,3-d]pyrimidine